3-(4-chlorophenyl)-1-[3-(4-benzoylphenyl)phenyl]Urea ClC1=CC=C(C=C1)NC(NC1=CC(=CC=C1)C1=CC=C(C=C1)C(C1=CC=CC=C1)=O)=O